O1C=C(C=C1)/C=C/C(=O)O[C@@H]1C(OC2=CC3=C(C=C2C1)C=CC(O3)=O)(C)C (S,E)-2,2-dimethyl-8-oxo-2,3,4,8-tetrahydropyrano[3,2-g]chromen-3-yl 3-(furan-3-yl)acrylate